2,6-dimethyl-tyrosine CC1=C(C[C@H](N)C(=O)O)C(=CC(=C1)O)C